ClC=1C=C(C(=NC1N1C=NC2=C1C=CC(=C2)NC=2N=NC(=CC2)C)N2N=C(C=C2)C#N)CCO 1-[5-chloro-3-(hydroxyethyl)-6-[5-[(6-methylpyridazin-3-yl)amino]benzimidazol-1-yl]-2-pyridyl]pyrazole-3-carbonitrile